2-phenyl-2,4,5,6-tetrahydrocyclopenta[c]pyrazol-3-amine C1(=CC=CC=C1)N1N=C2C(=C1N)CCC2